C[Si](OC)(CCCC)C di(methyl)n-butyl(methoxy)silane